FC1([C@@](C1)(COCOC)COCC1=CC=CC=C1)F (R)-(((2,2-difluoro-1-((methoxymethoxy)methyl)cyclopropyl)methoxy)methyl)benzene